iron bis-tert-butyl-(cyclopentyl)phosphine C(C)(C)(C)P(C1CCCC1)C(C)(C)C.[Fe]